(2R)-2-benzyl-N-(8-fluoro-4-methyl-3-quinolyl)-2,4-dimethyl-pentanamide C(C1=CC=CC=C1)[C@](C(=O)NC=1C=NC2=C(C=CC=C2C1C)F)(CC(C)C)C